5-chloro-4-((2,2'-dimethyl-3'-(3-(2-oxo-1,9-diazaspiro[5.5]undec-9-yl)propoxy)-[1,1'-biphenyl]-3-yl)methoxy)-2-hydroxybenzaldehyde ClC=1C(=CC(=C(C=O)C1)O)OCC=1C(=C(C=CC1)C1=C(C(=CC=C1)OCCCN1CCC2(CCCC(N2)=O)CC1)C)C